N-(2-methyl-8-(trifluoromethyl)imidazo[1,2-a]pyridin-6-yl)-4-(piperazin-1-yl)-2,3-dihydro-1H-pyrrolo[2,3-b]pyridine-1-carboxamide 2,2,2-trifluoroacetate FC(C(=O)O)(F)F.CC=1N=C2N(C=C(C=C2C(F)(F)F)NC(=O)N2CCC=3C2=NC=CC3N3CCNCC3)C1